C(CCC)S(=O)(=N)CC[C@@H](C(=O)OC)NC(=O)OC (2S)-methyl 4-(butylsulfonimidoyl)-2-((methoxycarbonyl)amino)butanoate